(Z)-N-(4-Cyano-3-(trifluoromethyl)phenyl)-3-(4-fluoro-1H-pyrazol-1-yl)but-2-enamide C(#N)C1=C(C=C(C=C1)NC(\C=C(\C)/N1N=CC(=C1)F)=O)C(F)(F)F